C1(=CC=CC=C1)NC1=CC(=CC=C1)C=1N(C=CN1)C1=CC=CC=C1 N-phenyl-3-(1-phenyl-1H-imidazol-2-yl)aniline